ClC1=C(C=CC=C1)[C@@H](C(=O)N1CC2=NN(C=C2C1)S(=O)(=O)C1=NN(C=N1)CC(F)F)CO (2R)-2-(2-chlorophenyl)-1-{2-[1-(2,2-difluoroethyl)-1,2,4-triazol-3-ylsulfonyl]-4H,6H-pyrrolo[3,4-c]pyrazol-5-yl}-3-hydroxypropan-1-one